C(C)(C)(C)S(=O)N1C(C1CC)C(=O)O 1-(tert-butylsulfinyl)-3-ethylaziridine-2-carboxylic acid